OC1=CC=C(C=C1)CC(C(=O)O)(C)NC(=O)OC 3-(4-hydroxyphenyl)((methoxycarbonyl)amino)-2-methylpropanoic acid